F\C=C(\C(F)F)/F (Z)-1,2,3,3-tetrafluoropropene